CN(C)C(=O)CN1CCC(=O)CC1 N,N-dimethyl-2-(4-oxopiperidin-1-yl)acetamide